ClC1=C(COC=2C(=NC=C(C2)C2=CC=CC=C2)N)C=CC(=C1)F 3-(2-chloro-4-fluoro-benzyloxy)-5-phenyl-pyridin-2-ylamine